1-nitriloethyl-2-undecylimidazolium N#CC[N+]1=C(NC=C1)CCCCCCCCCCC